N1(CCC1)C1=NC=2N(C(=C1)CN(C)CCCOC1=C(C=C(C=C1)F)C(=O)OC)N=C(C2)[C@H]2N(CCCC2)C(=O)OC(C)(C)C tert-butyl (2S)-2-[5-(azetidin-1-yl)-7-[[3-(4-fluoro-2-methoxycarbonyl-phenoxy)propyl-methyl-amino]methyl]pyrazolo[1,5-a]pyrimidin-2-yl]piperidine-1-carboxylate